C(C)(=O)C=1C=C(C=CC1)NC(=O)NC=1C=C2C(N(C(N(C2=CC1)CCCN1CCOCC1)=O)CCOC)=O 1-(3-Acetylphenyl)-3-(3-(2-methoxyethyl)-1-(3-morpholinopropyl)-2,4-dioxo-1,2,3,4-tetrahydroquinazolin-6-yl)urea